N[C@@H]1C[C@H](CC1)NC1=C(C=C(C=N1)N1C(C=CC=C1)=O)F 6'-(((1S,3S)-3-aminocyclopentyl)amino)-5'-fluoro-2H-[1,3'-bipyridin]-2-one